[N+](=O)([O-])C=1C(=C(C=C(C(=O)O)C1)OC)O 5-Nitro-vanillic acid